N1=CC=C(C2=CC=CC=C12)N1CCC(CC1)CCP(O)(O)=O (2-(1-(quinolin-4-yl)piperidin-4-yl)ethyl)phosphonic acid